C(C)(=O)N1CCC(CC1)C(=O)N1N=CC2=CC(=C(C=C12)C=1C=2C=NN(C2C=CC1)CC(=O)NCC(=O)NCC(=O)O)F 2-(2-{2-[1'-(1-acetylpiperidine-4-carbonyl)-5'-fluoro-1H,1'H-[4,6'-biindazol]-1-yl]acetamido}acetamido)acetic acid